FC=1C(=C(C=CC1F)[C@@H]1[C@H](O[C@@]([C@@H]1C)(C(F)(F)F)C)C(=O)NC1=CC(=NC(=C1)C)C(=O)N)OC 4-[[(2S,3r,4r,5s)-3-(3,4-difluoro-2-methoxy-phenyl)-4,5-dimethyl-5-(trifluoromethyl)tetrahydrofuran-2-carbonyl]amino]-6-methyl-pyridine-2-carboxamide